COC1=C(C=C(C(=O)N[C@@H]2CCC3=CC(=CC=C23)OC)C=C1)C |r| (R/S)-4-Methoxy-N-(5-methoxy-2,3-dihydro-1H-inden-1-yl)-3-methylbenzamide